FC1=NC=CC(=C1)C1(CC(C1)C)OC 2-fluoro-4-[1-methoxy-3-methylcyclobutyl]pyridine